CNC=1C=2N(C=C(N1)C(=O)[O-])C=CN2 8-(methylamino)imidazo[1,2-a]pyrazine-6-carboxylate